N-(4-((6,7-dimethoxyquinolin-4-yl)oxy)phenyl)2-(3,4-dimethylphenyl)acetamide COC=1C=C2C(=CC=NC2=CC1OC)OC1=CC=C(C=C1)NC(CC1=CC(=C(C=C1)C)C)=O